4-(4-amino-6-(4-(2-fluoroacrylamido)phenyl)pyrazolo[5,1-f][1,2,4]triazin-5-yl)-N-(2,2-difluorocyclopropyl)-2-methoxybenzamide NC1=NC=NN2C1=C(C(=N2)C2=CC=C(C=C2)NC(C(=C)F)=O)C2=CC(=C(C(=O)NC1C(C1)(F)F)C=C2)OC